O=C1NC(CCC1N1C(C2=CC=C3C=CC(=NC3=C2C1)CC=1C(=NC=CC1)C(=O)N)=O)=O ((8-(2,6-dioxopiperidin-3-yl)-7-oxo-8,9-dihydro-7H-pyrrolo[3,4-h]quinolin-2-yl)methyl)picolinamide